tert-Butyl 8-[3-chloro-4-[2-chloro-3-(3-formyl-1-methyl-pyrrolo[2,3-b]pyridin-6-yl)phenyl]-2-pyridyl]-1-methyl-3,5-dihydro-2H-1,4-benzodiazepine-4-carboxylate ClC=1C(=NC=CC1C1=C(C(=CC=C1)C1=CC=C2C(=N1)N(C=C2C=O)C)Cl)C2=CC1=C(CN(CCN1C)C(=O)OC(C)(C)C)C=C2